4-(4-amino-7-cyano-2-(4-(2-fluoroacrylamido)phenyl)-1-methyl-1H-pyrrolo[3,2-c]pyridin-3-yl)-N-isopropyl-2-methoxybenzamide NC1=NC=C(C2=C1C(=C(N2C)C2=CC=C(C=C2)NC(C(=C)F)=O)C2=CC(=C(C(=O)NC(C)C)C=C2)OC)C#N